ClC1=CN(C(C2=CC(=CC(=C12)C(F)(F)F)CN1C[C@H](CCC1)C)=O)C1=CC(=CC=C1)C1(CC(C1)C)C1=NN=CN1C 4-Chloro-2-(3-((1s,3R)-3-methyl-1-(4-methyl-4H-1,2,4-triazol-3-yl)cyclobutyl)phenyl)-7-(((S)-3-methylpiperidin-1-yl)methyl)-5-(trifluoromethyl)isoquinolin-1(2H)-one